2-(dimethylamino)-1-(4-hydroxypiperidin-1-yl)ethan-1-one CN(CC(=O)N1CCC(CC1)O)C